2,4-dichlorobenzoyl isothiocyanate ClC1=C(C(=O)N=C=S)C=CC(=C1)Cl